C(C)(C)(C)C1=CC(=CC(=C1CC1=C(C(=C(C(=C1C)CC=1C(=CC(=CC1C(C)(C)C)O)C(C)(C)C)C)CC=1C(=CC(=CC1C(C)(C)C)O)C(C)(C)C)C)C(C)(C)C)O 3,3',3'',5,5',5''-hexa-tert-butyl-α,α',α''-(mesitylen-2,4,6-triyl)tri-p-cresol